The molecule is the inorganic nitrate salt of magnesium. It has a role as a fertilizer. It is an inorganic nitrate salt and a magnesium salt. [N+](=O)([O-])[O-].[N+](=O)([O-])[O-].[Mg+2]